10-(fluoromethyl)-13-methyl-5,8-dioxo-1,2,9-triazatricyclo[7.4.1.02,7]tetradeca-3,6,11-triene-4-carboxamide FCC1N2C(C3=CC(C(=CN3N(C(C=C1)C)C2)C(=O)N)=O)=O